2-(1H-indol-5-yl)-3-oxo-6,8-dihydro-5H-imidazo[1,5-a]pyrazine-1-carboxamide N1C=CC2=CC(=CC=C12)N1C(N2C(CNCC2)=C1C(=O)N)=O